ClC1=C(C=CC(=C1)OC1=CC=NC2=CC(=C3C(=C12)OCCO3)OC)NC(=O)NC3CCCC3 1-(2-chloro-4-((5-methoxy-2,3-dihydro-[1,4]dioxino[2,3-f]quinolin-10-yl)oxy)phenyl)-3-cyclopentylurea